(3S)-3-[(2S)-butan-2-yl]-7-fluoro-1,3-dihydro-2H-1,4-benzodiazepin-2-one C[C@@H](CC)[C@H]1C(NC2=C(C=N1)C=C(C=C2)F)=O